BrC1=CC=2C(C3=CC(=CC=C3N(C2C=C1)C1=CC=CC2=CC=CC=C12)Br)(C)C 2,7-dibromo-9,9-dimethyl-10-(naphthalene-1-yl)-9,10-dihydroacridine